ethyl (2S)-2-(((S)-mesitylsulfinyl)amino)-3,4,4-trimethylpentanoate C1(=C(C(=CC(=C1)C)C)[S@](=O)N[C@H](C(=O)OCC)C(C(C)(C)C)C)C